(R)-N-(4-([1,2,4]triazolo[1,5-c]pyrimidin-7-yloxy)-3-methylphenyl)-5-((3,3-difluoro-1-methylpiperidin-4-yl)oxy)-7-methoxyquinazolin-4-amine N=1C=NN2C=NC(=CC21)OC2=C(C=C(C=C2)NC2=NC=NC1=CC(=CC(=C21)O[C@H]2C(CN(CC2)C)(F)F)OC)C